1,3,4,6-tetrakis(butoxymethyl)tetrahydroimidazo[4,5-d]imidazole-2,5(1h,3h)-dione C(CCC)OCN1C(N(C2C1N(C(N2COCCCC)=O)COCCCC)COCCCC)=O